(S)-5-(4-((1-(5-(3,5-difluorophenyl)-4,5-dihydro-1H-pyrazole-1-carbonyl)azetidin-3-yl)oxy)-5-fluoropyridin-2-yl)-N,N,1-trimethyl-1H-pyrazole-3-carboxamide FC=1C=C(C=C(C1)F)[C@@H]1CC=NN1C(=O)N1CC(C1)OC1=CC(=NC=C1F)C1=CC(=NN1C)C(=O)N(C)C